CS(=O)(=N)C1=C(C=CC=C1)C1=NN2C(=NC=3C=CC=CC3C2=N1)N[C@H]1C(NCCCC1)=O (3R)-3-({2-[2-(S-methylsulfonimidoyl)phenyl][1,2,4]triazolo[1,5-c]quinazolin-5-yl}amino)azepan-2-one